(Z)-methyl 3-(((4-(2-(dimethylamino)-N-methylacetamido) phenyl) amino) (phenyl) methylene)-2-oxo-2,3-dihydro-1H-pyrrolo[3,2-c]pyridine-6-carboxylate CN(CC(=O)N(C)C1=CC=C(C=C1)N\C(=C\1/C(NC2=C1C=NC(=C2)C(=O)OC)=O)\C2=CC=CC=C2)C